ClC=1C=NC=CC1C1=NC=CC(=N1)NCCC 2-(3-chloropyridin-4-yl)-N-propyl-pyrimidin-4-amine